hexyl S-(6-isopropyl-3-methylcyclohex-2-en-1-yl)cysteinate C(C)(C)C1CCC(=CC1SC[C@H](N)C(=O)OCCCCCC)C